N-[2-(phenylsulfonyloxy)phenyl]-N'-[2-(p-methoxybenzenesulfonyloxy)phenyl]urea C1(=CC=CC=C1)S(=O)(=O)OC1=C(C=CC=C1)NC(=O)NC1=C(C=CC=C1)OS(=O)(=O)C1=CC=C(C=C1)OC